(2S,3R,5R)-3-(5-(2-((3,4-dihydroxybenzoyl)oxy)ethyl)-4,5-dihydroisoxazol-3-yl)-3-methyl-7-oxo-4-thia-1-azabicyclo[3.2.0]heptane-2-carboxylic acid 4,4-dioxide OC=1C=C(C(=O)OCCC2CC(=NO2)[C@]2([C@@H](N3C(C[C@H]3S2(=O)=O)=O)C(=O)O)C)C=CC1O